OC1=C(C=CC=C1)C[C@H](C(=O)OC)NS(=O)(=O)C1=CC=C(C=C1)OC(F)(F)F methyl (R)-3-(2-hydroxyphenyl)-2-((4-(trifluoromethoxy)phenyl)sulfonamido)propanoate